1,3-dimethylhexane CCCC(CCC)C